C1(=CC=CC=C1)N1CCOCC(C1)O 4-Phenyl-1,4-oxazepane-6-ol